C(C1CN(CCO1)C=1C=CC2=C(N=CO2)C1)([2H])([2H])[2H] 5-(2-(methyl-d3)morpholinyl)benzo[d]oxazole